C(CCCCCCCCCCCC)O.[Mn+2] manganese(II) tridecylalcohol